O1N=CC=C1C(=O)N1CCC(=CC1)C1=C2C(=NC(=C1)NC(=O)C1CC1)NC=C2 N-(4-(1-(isoxazole-5-carbonyl)-1,2,3,6-tetrahydropyridin-4-yl)-1H-pyrrolo[2,3-b]pyridin-6-yl)cyclopropylcarboxamide